[N+](=O)([O-])C=1C(=C(BC1)[N+](=O)[O-])[N+](=O)[O-] trinitroborole